7-(phenylamino)isoindolin-1-one C1(=CC=CC=C1)NC=1C=CC=C2CNC(C12)=O